CC#C E-2-propyne